3-(4,6,7-trifluoro-1-oxo-5-(piperazin-1-yl-2,2,3,3,5,5,6,6-d8)isoindolin-2-yl)piperidine-2,6-dione FC1=C2CN(C(C2=C(C(=C1N1C(C(NC(C1([2H])[2H])([2H])[2H])([2H])[2H])([2H])[2H])F)F)=O)C1C(NC(CC1)=O)=O